C(CCCC(=O)[O-])(=O)OC(NCNC(=O)OCC1=CC=CC=C1)=O (((((benzyloxy) carbonyl) amino) methyl) carbamoyl) glutarate